NC1=C(C=C(C=N1)NC(C(N1[C@@H](CCCC1)C=1SC=CC1)=O)=O)C N-(6-Amino-5-methyl-3-pyridyl)-2-oxo-2-[(2S)-2-(2-thienyl)-1-piperidyl]acetamide